(M)-6-fluoro-7-(2-fluoro-6-hydroxyphenyl)-1-(4-methyl-2-(2-propanyl)-3-pyridinyl)-4-((2R)-2-methyl-4-(2-propenoyl)-1-piperazinyl)pyrido[2,3-d]pyrimidin-2(1H)-one FC1=CC2=C(N(C(N=C2N2[C@@H](CN(CC2)C(C=C)=O)C)=O)C=2C(=NC=CC2C)C(C)C)N=C1C1=C(C=CC=C1O)F